C(C)(C)(C)OC(=O)NC1CSC2=C(N(C1=O)CC1=CC=C(C=C1)C#N)C=CC=C2 3-(tert-butoxycarbonylamino)-5-[(4-cyanophenyl)methyl]-4-oxo-2,3-dihydro-1,5-benzothiazepine